BrC1=CC(=C(NC2=CC(=CC=C2)C(F)(F)F)C=C1)C=1N=NNN1 4-bromo-2-(2H-tetrazol-5-yl)-N-[3-(trifluoromethyl)phenyl]aniline